4-(4-benzoylphenylthioxo)phenylsulfonium C(C1=CC=CC=C1)(=O)C1=CC=C(C=C1)S=C1CC=C(C=C1)[SH2+]